2,2,2-Trifluoroethyl 5-fluoro-2-((pyrazolo[1,5-a]pyrimidine-3-carboxamido)methyl)benzofuran-7-carboxylate FC=1C=C(C2=C(C=C(O2)CNC(=O)C=2C=NN3C2N=CC=C3)C1)C(=O)OCC(F)(F)F